N-[4-(2-{6-[(3r,5r)-3-amino-5-fluoropiperidine-1-carbonyl]-3-methylpyrazolo[1,5-a]pyridin-2-yl}-1-(cyclopropylmethyl)-1H-indol-6-yl)phenyl]methanesulfonamide N[C@H]1CN(C[C@@H](C1)F)C(=O)C=1C=CC=2N(C1)N=C(C2C)C=2N(C1=CC(=CC=C1C2)C2=CC=C(C=C2)NS(=O)(=O)C)CC2CC2